OC(CN(CCCCCCCC(=O)OC(CCCCCCCC)CCCCCCCC)CCCNCC(CC)O)CC heptadecan-9-yl 8-[(2-hydroxybutyl)({3-[(2-hydroxybutyl)amino]propyl})amino]octanoate